C[Si](OC1[C@H](N)[C@@H](O)[C@H](O)[C@H](O1)CO)(C)C O-trimethylsilyl-D-glucosamine